C(C1=CC=CC=C1)OC=1C=C(C(=O)O)C=CC1F 3-(benzyloxy)-4-fluorobenzoic acid